2-(3,5-dichloro-4-((1-(3-fluorophenyl)-6-oxo-1,6-dihydropyridin-3-yl)oxy)phenyl)-3,5-dioxo-2,3,4,5-tetrahydro-1,2,4-triazine-6-carbonitrile ClC=1C=C(C=C(C1OC1=CN(C(C=C1)=O)C1=CC(=CC=C1)F)Cl)N1N=C(C(NC1=O)=O)C#N